Cl.FC(C1=C(C=CC=C1)[C@H](C)N)(F)F (S)-1-(2-(trifluoromethyl)phenyl)ethan-1-amine hydrochloride